C(#N)[C@@H](C[C@@H]1C(NCC1)=O)C12CN(CC2C1(C)C)C([C@@H](NC(C(F)(F)F)=O)C(C)(C)C)=O ((S)-1-cyano-2-[(3S)-2-oxopyrrolidin-3-yl]ethyl)-6,6-dimethyl-3-[3-methyl-N-(trifluoroacetyl)-L-valyl]-3-azabicyclo[3.1.0]hexane